N-(4-(trifluoromethyl)phenylmethylene)alanine ethyl ester C(C)OC([C@@H](N=CC1=CC=C(C=C1)C(F)(F)F)C)=O